(R)-5-bromo-N-(1-(4-fluorophenyl)ethyl)-6-methylpyridin-2-amine BrC=1C=CC(=NC1C)N[C@H](C)C1=CC=C(C=C1)F